C(CCCCCCCCCCCCCCC)(=O)O[C@@]1(OC(C[C@@H]1NC(=O)[C@@]1(CC(=NO1)C1=NC=CC2=CC=CC=C12)C(C)C)=O)CF (2S,3S)-2-(fluoromethyl)-3-((R)-5-isopropyl-3-(isoquinolin-1-yl)-4,5-dihydroisoxazole-5-carboxamido)-5-oxotetrahydrofuran-2-yl palmitate